methyl 3',6'-bis(3-(dimethylcarbamoyl)azetidin-1-yl)-3-oxo-3H-spiro[isobenzofuran-1,9'-xanthene]-6-carboxylate CN(C(=O)C1CN(C1)C=1C=CC=2C3(C4=CC=C(C=C4OC2C1)N1CC(C1)C(N(C)C)=O)OC(C1=CC=C(C=C13)C(=O)OC)=O)C